3-[METHYL(2-METHYLPROPYL)AMINO]PROPANAL CN(CCC=O)CC(C)C